CC(CC)NC(COC1=CC=C(C=C1)C=O)=O N-(BUTAN-2-YL)-2-(4-FORMYLPHENOXY)ACETAMIDE